2-(2-nitrophenyl)propyl carbonate C(OCC(C)C1=C(C=CC=C1)[N+](=O)[O-])([O-])=O